C(C)OC(C1CCN(CC1)C=1C=C(C=CC1)S(=O)(=O)C1=CC(=C(C=C1)NC1=NN2C=NC(=C(C2=N1)OC(C)C)C=1C=NN(C1)C(C)OCC)F)OCC N-(4-{3-[4-(diethoxymethyl)piperidin-1-yl]benzenesulfonyl}-2-fluorophenyl)-7-[1-(1-ethoxyethyl)pyrazol-4-yl]-8-isopropoxy-[1,2,4]triazolo[1,5-c]pyrimidin-2-amine